2-(3,5-Dichloro-4-((2-(pyridin-4-ylmethyl)-1-oxo-1,2,3,4-tetrahydroisoquinoline-6-yl)oxy)phenyl)-3,5-dioxo-2,3,4,5-Tetrahydro-1,2,4-triazine-6-carboxylic acid ClC=1C=C(C=C(C1OC=1C=C2CCN(C(C2=CC1)=O)CC1=CC=NC=C1)Cl)N1N=C(C(NC1=O)=O)C(=O)O